methyl 5-cyano-7-((diethoxyphosphoryl) methyl)-2-naphthoate C(#N)C1=C2C=CC(=CC2=CC(=C1)CP(=O)(OCC)OCC)C(=O)OC